1-(tert-butyl) 5-(1,3-dioxoisoindolin-2-yl) (((9H-fluoren-9-yl) methoxy) carbonyl)-L-glutamate C1=CC=CC=2C3=CC=CC=C3C(C12)COC(=O)N[C@@H](CCC(=O)ON1C(C2=CC=CC=C2C1=O)=O)C(=O)OC(C)(C)C